4-fluoro-1,3-dioxan-2-one FC1OC(OCC1)=O